chloro-bicyclo[1.1.1]pentylamine ClNC12CC(C1)C2